C(C1=CC=CC=C1)OC1=CC(=C(C(=C1N(C(C(F)(F)F)=O)CC(=O)OC)F)C[C@@H](CCO)NC(=O)OC(C)(C)C)Br methyl {[6-(benzyloxy)-4-bromo-3-{(2S)-2-[(tert-butoxycarbonyl)amino]-4-hydroxybutyl}-2-fluorophenyl](trifluoroacetyl)amino}acetate